8-cyclopentyl-7-oxo-2-((4-(2-oxopiperazin-1-yl)phenyl)amino)-7,8-dihydropyrido[2,3-d]Pyrimidine-6-carbonitrile hydrochloride Cl.C1(CCCC1)N1C(C(=CC2=C1N=C(N=C2)NC2=CC=C(C=C2)N2C(CNCC2)=O)C#N)=O